2-(benzo[b]thiophen-5-yl-2,3-d2)-4,4,5,5-Tetramethyl-1,3,2-dioxaborolane S1C2=C(C(=C1[2H])[2H])C=C(C=C2)B2OC(C(O2)(C)C)(C)C